ClC=1C=C2C(=NC(=NC2=C(C1C1=CC=C(C2=C1N=C(S2)NC(OC(C)(C)C)=O)F)F)OC[C@H]2N(CCC2)C)NCC2(CCCC2)N(C)C Tert-butyl (4-(6-chloro-4-(((1-(dimethylamino)cyclopentyl)methyl)amino)-8-fluoro-2-(((S)-1-methylpyrrolidin-2-yl)methoxy)quinazolin-7-yl)-7-fluorobenzo[d]thiazol-2-yl)carbamate